3-(7-chloro-6-(methylsulfonyl)-1-oxoisoindolin-2-yl)piperidine-2,6-dione ClC=1C(=CC=C2CN(C(C12)=O)C1C(NC(CC1)=O)=O)S(=O)(=O)C